CN1N=C(C=C1)C1=C(C=CC=C1)O 2-(1-methyl-1H-pyrazol-3-yl)phenol